C1(CC1)CN1N=C(C(=C1C)C=1C=NC=C(C1)B1OC(C(O1)(C)C)(C)C)C 3-(1-(cyclopropylmethyl)-3,5-dimethyl-1H-pyrazol-4-yl)-5-(4,4,5,5-tetramethyl-1,3,2-dioxaborolan-2-yl)pyridine